trans-6-(2-(6-(2-aminopyrimidin-4-yl)-1H-indazol-3-yl)vinyl)indolin-2-one NC1=NC=CC(=N1)C1=CC=C2C(=NNC2=C1)/C=C/C1=CC=C2CC(NC2=C1)=O